tert-Butyl(((2S,3R)-2-(3,4-dimethoxyphenyl)-4-methylenetetrahydrofuran-3-yl)methoxy)dimethylsilane C(C)(C)(C)[Si](C)(C)OC[C@@H]1[C@H](OCC1=C)C1=CC(=C(C=C1)OC)OC